tert-butyl ((R)-(3-(5-chloro-4-(trifluoromethyl)-2-((R)-2-(trifluoromethyl)morpholino)benzamido)phenyl)(methyl)(oxo)-λ6-sulfaneylidene)carbamate ClC=1C(=CC(=C(C(=O)NC=2C=C(C=CC2)[S@](=O)(C)=NC(OC(C)(C)C)=O)C1)N1C[C@@H](OCC1)C(F)(F)F)C(F)(F)F